1-[3-({1-[4-methylmorpholin-2-yl]ethyl}oxy)pyridin-4-yl]methanamine CN1CC(OCC1)C(C)OC=1C=NC=CC1CN